1-butyl-3-methylimidazolium Acetate C(C)(=O)[O-].C(CCC)N1C=[N+](C=C1)C